titanium fluorocarbon F[C].[Ti]